2-hydroxy-4-n-butoxy-4'-n-propoxybenzophenone OC1=C(C(=O)C2=CC=C(C=C2)OCCC)C=CC(=C1)OCCCC